3',4'-Difluoro-3-[1-oxo-6-(1H-tetrazol-5-yl)-1,3-dihydroisoindol-2-yl]biphenyl-4-carboxylic acid methyl ester COC(=O)C1=C(C=C(C=C1)C1=CC(=C(C=C1)F)F)N1C(C2=CC(=CC=C2C1)C1=NN=NN1)=O